NCCOCCOCCOCCOCCOCCOCCOCCCCNC(OC(C)(C)C)=O tert-butyl (1-amino-3,6,9,12,15,18,21-heptaoxapentacosan-25-yl)carbamate